C1(=CCCCCCC1)C1=CC=CC=C1C(=O)C1=CC=CC=C1 CYCLOOCTENE-BENZOPHENONE